Cl.C(C)OC(C(C)(C)N)=O.C(#CC)C1=CC=C(N)C=C1 4-(propynyl)aniline ethyl-α-aminoisobutyrate hydrochloride